9,10-bis(phenylethyl)anthracene chromium (VI) [Cr+6].C1(=CC=CC=C1)CCC=1C2=CC=CC=C2C(=C2C=CC=CC12)CCC1=CC=CC=C1